(S)-10-((5-(ethoxycarbonyl)-4-(2-fluorophenyl)-2-oxopyridin-1(2H)-yl)methyl)-10-hydroxy-7-azaspiro[4.5]Decane-7-carboxylic acid tert-butyl ester C(C)(C)(C)OC(=O)N1CC2(CCCC2)[C@](CC1)(O)CN1C(C=C(C(=C1)C(=O)OCC)C1=C(C=CC=C1)F)=O